CS(=O)(=O)OCC1=NC(=CC(=N1)Cl)OCC=1N=C2N(C=C(C=C2)C2CC2)C1 (4-chloro-6-((6-cyclopropylimidazo[1,2-a]pyridin-2-yl)methoxy)pyrimidin-2-yl)methyl methanesulfonate